C(C)(=O)NC(C(=O)O)CC1=CNC2=CC(=CC(=C12)C)F 2-acetamido-3-(6-fluoro-4-methyl-1H-indol-3-yl)propanoic acid